C(C)(C)C1CCC(CC1)OC[C@@H]1N(CC[C@H]1NS(=O)(=O)C)C(=O)OC methyl (2R,3R)-2-(((4-isopropylcyclohexyl)oxy)methyl)-3-(methylsulfonamido)pyrrolidine-1-carboxylate